4-(1-benzyl-2-(piperazin-1-yl)-1H-imidazo[4,5-b]pyridin-6-yl)-3,5-dimethylisoxazole C(C1=CC=CC=C1)N1C(=NC2=NC=C(C=C21)C=2C(=NOC2C)C)N2CCNCC2